trans-ethyl-2-[1-(oxan-2-yl)-1H-pyrazol-5-yl]cyclopropane-1-carboxylate C(C)OC(=O)[C@H]1[C@@H](C1)C1=CC=NN1C1OCCCC1